[K+].C(CCC)C(C(=O)[O-])(C(=O)[O-])CCCCCCCCCCCC.[K+] 2-butyl-2-dodecylmalonic acid potassium salt